sodium hexadecyl-fluorooctane C(CCCCCCCCCCCCCCC)C(CCCCCCC)F.[Na]